4-Bromo-2-isopropyl-2H-1,2,3-triazole BrC1=NN(N=C1)C(C)C